O(S(=O)(=O)C(F)(F)F)C=1CCN(CC1)CC 1-ethyl-1,2,3,6-tetrahydropyridin-4-yl triflate